N-(4-(hydroxymethyl)tetrahydro-2H-pyran-4-yl)-2-methyl-5-(thiazol-2-ylmethoxy)benzofuran OCC1(CCOCC1)N1C(SC=C1)COC=1C=CC2=C(C=C(O2)C)C1